C(C)(C)(C)C(C(=O)NCC1=CC=C(C=C1)NC1CNC1)(C)N1C=C(C2=CC(=CC=C12)S(=O)(=O)N1CCCCC1)C tert-butyl-N-[[4-(azetidin-3-ylamino)phenyl]methyl]-2-[3-methyl-5-(1-piperidylsulfonyl)indol-1-yl]propanamide